FC(OC1=C(C=CC(=C1)F)[C@@H]1[C@H](O[C@](C1)(C(F)(F)F)C)C(=O)NC1=CC(=NC=C1)C(=O)N)F (2S,3R,5R)-4-[[3-[2-(Difluoromethoxy)-4-fluoro-phenyl]-5-methyl-5-(trifluoromethyl)tetrahydrofuran-2-carbonyl]amino]pyridin-2-carboxamid